COC1=CC=C2CCC=C(C2=C1)C1=CC=C(C=C1)O 4-(7-methoxy-3,4-dihydronaphthalen-1-yl)phenol